4-fluoro-1-(3-pyrimidin-4-yl-1H-pyrrolo[2,3-b]pyridin-4-yl)piperidin FC1CCN(CC1)C1=C2C(=NC=C1)NC=C2C2=NC=NC=C2